C(C)(C)N1N=C(N=C1C=1N=C2N(CCOC3=C2C=CC(=C3)C=3C=NN(C3)C(C(=O)N)(C)C)C1)C 2-[4-[2-(2-isopropyl-5-methyl-1,2,4-triazol-3-yl)-5,6-dihydroimidazo[1,2-d][1,4]benzoxazepine-9-Yl]pyrazol-1-yl]-2-methylpropanamide